N-[5-(5-Fluoro-6-oxo-1H-pyridin-3-yl)-3-methoxy-pyrazin-2-yl]-5-methyl-3-phenyl-isoxazole-4-carboxamide FC1=CC(=CNC1=O)C=1N=C(C(=NC1)NC(=O)C=1C(=NOC1C)C1=CC=CC=C1)OC